methyl 5-((2-((S)-2-((S)-2-((S)-2-amino-3-methylbutanamido)-3-methylbutanamido)-3-methylbutanamido)ethyl)carbamoyl)-2-(2-(3,5-difluorophenyl)butanamido)-4-methylthiophene-3-carboxylate N[C@H](C(=O)N[C@H](C(=O)N[C@H](C(=O)NCCNC(=O)C1=C(C(=C(S1)NC(C(CC)C1=CC(=CC(=C1)F)F)=O)C(=O)OC)C)C(C)C)C(C)C)C(C)C